(S)-3-(trifluoromethyl)-6,6a,7,8,9,10-hexahydropyrazino[1,2-d]pyrido[3,2-b][1,4]oxazine FC(C1=CC=2OC[C@H]3N(C2N=C1)CCNC3)(F)F